CN1[C@H]2[C@@](CCC1)(CCC2)CO ((4aS,7aR)-1-methyloctahydro-4aH-cyclopenta[b]pyridin-4a-yl)methanol